C(C)C1=C(NC2=CC=C(C=C12)C1CCN(CC1)CC1=CC(=NN1)C)C1=C2C(=NC=C1)NN=C2 4-(3-ethyl-5-(1-((3-methyl-1H-pyrazol-5-yl)methyl)piperidin-4-yl)-1H-indol-2-yl)-1H-pyrazolo[3,4-b]pyridine